1-methyl-1'-[2-(1,2,3,4-tetrahydroisoquinolin-6-yloxy)ethyl]-1,2-dihydrospiro[indole-3,4'-piperidin]-2-one CN1C(C2(CCN(CC2)CCOC=2C=C3CCNCC3=CC2)C2=CC=CC=C12)=O